dodecylamine, dodecyltrimethylammonium salt C(CCCCCCCCCCC)[N+](C)(C)C.C(CCCCCCCCCCC)N